Cl.N(C(=N)N)C1=CC=C(C(=O)OC2=CC=C3CC(NC3=C2)=O)C=C1 2-oxoindolin-6-yl 4-guanidinobenzoate hydrochloride